3-chloro-4-(5-chloro-6-fluoro-2-(4-(trifluoromethyl)-1H-1,2,3-triazol-1-yl)phenyl)-pyridin ClC=1C=NC=CC1C1=C(C=CC(=C1F)Cl)N1N=NC(=C1)C(F)(F)F